2,2,2-trifluoro-1-(p-tolyl)ethyl 3-bromobenzenesulfonate BrC=1C=C(C=CC1)S(=O)(=O)OC(C(F)(F)F)C1=CC=C(C=C1)C